C(C1=CC=CC=C1)N1CCC(CC1)C=1C(=C2COC(C2=CC1)=O)C 5-(1-benzylpiperidin-4-yl)-4-methylisobenzofuran-1(3H)-one